2-[(2S)-2-[[(2S)-2-(methylamino)propionyl]amino]-2-tetrahydropyran-4-yl-acetyl]-3,4-dihydro-1H-isoquinoline-3-carboxamide trihydrochloride Cl.Cl.Cl.CN[C@H](C(=O)N[C@H](C(=O)N1CC2=CC=CC=C2CC1C(=O)N)C1CCOCC1)C